(4Z)-11,11-dipropoxy-4-undecenyltrimethylphosphonium bromide [Br-].C(CC)OC(CCCCC\C=C/CCC[P+](C)(C)C)OCCC